BrC1=CC=C(C=C1)C1=CC=C(O1)C=C1C(C2=C(S1)C=CC=C2)=O 2-[[5-(4-Bromophenyl)-2-furanyl]methylene]benzo[b]thiophen-3(2H)-one